C(CC)C1OS(OC1)(=O)=O 4-propyl-[1,3,2]-dioxathiolane-2,2-dioxide